tetrahydrolinalool CCC(C)(CCCC(C)C)O